N-(3-cyano-4-fluorophenyl)-7-(4,4-difluoroazepan-1-yl)quinoline-6-carboxamide C(#N)C=1C=C(C=CC1F)NC(=O)C=1C=C2C=CC=NC2=CC1N1CCC(CCC1)(F)F